C(C1=CC=CC=C1)OC(=O)N[C@H](C(=O)OCC)CN1C(C(C1)CCCC1=NC=2NCCCC2C=C1)=O ethyl (2S)-2-(((benzyloxy)carbonyl)amino)-3-(2-oxo-3-(3-(5,6,7,8-tetrahydro-1,8-naphthyridin-2-yl)propyl)azetidin-1-yl)propanoate